4-Bromo-2-iodo-1-(trifluoromethyl)benzene BrC1=CC(=C(C=C1)C(F)(F)F)I